C1(CC1)N1N=CN=C1 cyclopropyl-1H-1,2,4-triazole